ClC1=C(C=C(C=C1)N(C(=O)[C@H]1N(C(OC1)=O)C1=NC(=CC(=C1)C(F)(F)F)C)C)C (S)-N-(4-chloro-3-methylphenyl)-N-methyl-3-(6-methyl-4-(trifluoromethyl)pyridin-2-yl)-2-oxooxazolidine-4-carboxamide